(R)-6-(1-acetyl-1,2,3,6-tetrahydropyridin-4-yl)-4-((1-(3-(difluoromethyl)-2-fluorophenyl)ethyl)amino)-2,7-dimethylpyrido[3,4-d]pyrimidin-8(7H)-one C(C)(=O)N1CCC(=CC1)C1=CC2=C(N=C(N=C2N[C@H](C)C2=C(C(=CC=C2)C(F)F)F)C)C(N1C)=O